4-phenyl-oxan-4-amine C1(=CC=CC=C1)C1(CCOCC1)N